(L)-1-tert-butyldimethylsilyloxy-3-phenyl-2-propene [Si](C)(C)(C(C)(C)C)OCC=CC1=CC=CC=C1